5,7-dichloro-8-fluoro-2-thioxo-2,3-dihydropyrido[4,3-d]pyrimidin-4(1H)-one ClC1=NC(=C(C=2NC(NC(C21)=O)=S)F)Cl